6-(7-methyl-spiro[2H-benzofuran-3,1'-cyclopropan]-4-yl)oxy-pyridin-3-amine CC1=CC=C(C2=C1OCC21CC1)OC1=CC=C(C=N1)N